C(=O)(OC(C)(C)C)N1C[C@@H](CC1)O (R)-1-N-Boc-3-hydroxy-pyrrolidine